COC(C(C)(C)N1N=CC=2C=3N(C(=NC21)N)N=C(N3)C=3OC=CC3)=O 2-(5-amino-2-(furan-2-yl)-7H-pyrazolo[4,3-e][1,2,4]triazolo[1,5-c]pyrimidin-7-yl)-2-methylpropionic acid methyl ester